N,N-bis(o-tolyl(4-(tributylsilyl)phenyl)phosphaneyl)benzamide C1(=C(C=CC=C1)P(N(C(C1=CC=CC=C1)=O)P(C1=CC=C(C=C1)[Si](CCCC)(CCCC)CCCC)C1=C(C=CC=C1)C)C1=CC=C(C=C1)[Si](CCCC)(CCCC)CCCC)C